(biphenylyl)(phenyldibenzofuranylphenyl)(spirobifluorenyl)(biphenylyl)(phenyldibenzofuranylphenyl)(spirobifluorenyl)amine C1(=C(C=CC=C1)C1=C2C3=C(C(=C(C4(C3=CC2=CC=C1)C=CC=C1C2=CC=CC=C2C=C14)N(C1=C(C(=CC=C1)C1=CC=CC=C1)C1=CC=CC=4OC2=C(C41)C=CC=C2)C2=C(C=CC=C2)C2=CC=CC=C2)C=2C4(C1=CC3=CC=CC=C3C1=CC2)C=CC=C2C1=CC=CC=C1C=C24)C2=C(C(=CC=C2)C2=CC=CC=C2)C2=CC=CC=4OC1=C(C42)C=CC=C1)C1=CC=CC=C1